(4-methylpiperazin-1-yl)-6-nitro-1H-indazole CN1CCN(CC1)N1N=CC2=CC=C(C=C12)[N+](=O)[O-]